1-Methyl-4-[({(1R,2R)-2-[4-(1H-pyrazol-3-yl)benzoyl]cyclohexyl}carbonyl)amino]-1H-pyrazole-5-carboxamide CN1N=CC(=C1C(=O)N)NC(=O)[C@H]1[C@@H](CCCC1)C(C1=CC=C(C=C1)C1=NNC=C1)=O